2-(4-(4-((4H-1,2,4-triazol-3-yl)methoxy)-3-fluoro-5-methoxyphenyl)-6-fluoro-3-methyl-2-oxo-2,3-dihydro-1H-benzo[d]imidazol-1-yl)-N-(4-fluorophenyl)-N-methylacetamide hydrochloride Cl.N=1N=C(NC1)COC1=C(C=C(C=C1OC)C1=CC(=CC=2N(C(N(C21)C)=O)CC(=O)N(C)C2=CC=C(C=C2)F)F)F